C(C)(C)(C)OC(=O)N(C1=CC(=C(C2=C1C=CO2)C)C(=O)OC)C(=O)OC(C)(C)C methyl 4-(bis(tert-butoxycarbonyl)amino)-7-methylbenzofuran-6-carboxylate